(3aR,5s,6aS)-N-(6-(2,5-difluorophenyl)-4-(trifluoromethyl)pyridazin-3-yl)-2-(pyridin-2-ylmethyl)octahydro-cyclopenta[c]pyrrol-5-amine FC1=C(C=C(C=C1)F)C1=CC(=C(N=N1)NC1C[C@@H]2[C@@H](CN(C2)CC2=NC=CC=C2)C1)C(F)(F)F